C(C)(C)[N-]C(C)(C)C.[Na+] sodium isopropyl-tert-butylamide